C(C)C(CCCCCCCCCCC)CC diethyldodecane